C1(=CC=CC=C1)C(C(=O)OC(C)(C)OO)C (2-hydroperoxyprop-2-yl) phenylpropionate